n-propylmercaptan CCCS